(S)-1-(3,5-dimethyl-1H-pyrrole-2-carbonyl)-N-(3,4,5-trifluorophenyl)pyrrolidine-3-carboxamide CC1=C(NC(=C1)C)C(=O)N1C[C@H](CC1)C(=O)NC1=CC(=C(C(=C1)F)F)F